(3-(4-(4-(quinoxalin-2-yl)-1H-pyrazol-1-yl)piperidin-1-yl)phenyl)ethane-1,2-diamine N1=C(C=NC2=CC=CC=C12)C=1C=NN(C1)C1CCN(CC1)C=1C=C(C=CC1)C(CN)N